caffeoyl oxalate C(C(=O)[O-])(=O)OC(\C=C\C1=CC(O)=C(O)C=C1)=O